(4-(1H-indol-3-yl)thiophen-2-yl)(3,4,5-trimethoxyphenyl)methanone N1C=C(C2=CC=CC=C12)C=1C=C(SC1)C(=O)C1=CC(=C(C(=C1)OC)OC)OC